1-phenylvinyl-4-methoxybenzenesulfonate C1(=CC=CC=C1)C(=C)OS(=O)(=O)C1=CC=C(C=C1)OC